ClC1=CC=C(C=C1)C1=C(C=CC=C1)CN1CCN(CC1)C1=CC=C(C(=O)NS(=O)(=O)C2=CC(=C(C=C2)N[C@H](CCN(C(OC(C)(C)C)=O)C)CSC2=CC=CC=C2)[N+](=O)[O-])C=C1 (R)-tert-butyl (3-((4-(N-(4-(4-((4'-chloro-[1,1'-biphenyl]-2-yl)methyl)piperazin-1-yl)benzoyl)sulfamoyl)-2-nitrophenyl)amino)-4-(phenylthio)butyl)(methyl)carbamate